C1(C(C(C(C(C1[2H])([2H])[2H])([2H])[2H])([2H])[2H])([2H])[2H])([2H])[2H] benzene-d11